C(#N)C(=CN(N)C(C1=CC(=CC(=C1)C(F)(F)F)C(F)(F)F)=N)C1=NC=CC=C1 N-(2-cyano-2-(pyridin-2-yl)vinyl)-3,5-bis(trifluoromethyl)benzimidohydrazide